C1NCC2C1CC(C2)C2=C(C(=CC=1CCOC12)NC1=NC(=CC(=N1)NC)C)F N2-[7-(1,2,3,3a,4,5,6,6a-octahydrocyclopenta[c]pyrrol-5-yl)-6-fluoro-2,3-dihydrobenzofuran-5-yl]-N4,6-dimethyl-pyrimidine-2,4-diamine